3,5-diallyl-oxy-benzoyl chloride C(C=C)OC=1C=C(C(=O)Cl)C=C(C1)OCC=C